5-(2-chlorophenyl)-2-phenyl-4,5-dihydro-oxazole ClC1=C(C=CC=C1)C1CN=C(O1)C1=CC=CC=C1